6-(1-Methyl-1H-pyrazol-3-yl)-5-[4-(trifluoromethyl)phenoxy]pyridine-2-carboxylic acid CN1N=C(C=C1)C1=C(C=CC(=N1)C(=O)O)OC1=CC=C(C=C1)C(F)(F)F